3-{[1-(4-chloro-3-fluorophenyl)-3-methyl-1H-1,2,4-triazol-5-yl]methyl}-3-methyl-1-{[1-(quinolin-7-yl)-1H-1,2,4-triazol-5-yl]methyl}urea ClC1=C(C=C(C=C1)N1N=C(N=C1CN(C(NCC1=NC=NN1C1=CC=C2C=CC=NC2=C1)=O)C)C)F